CN(C1=NC2=CC=CC=C2C(=N1)O)C 2-(dimethylamino)quinazolin-4-ol